C1(=CC=CC=C1)NC1=CC=C(C=C1)C=1C=C(C2=CC=CC=C2C1)C1=CC=CC2=CC=CC=C12 N-phenyl-4-([1,1'-binaphthalene]-3-yl)aniline